C[C@@H]1CN([C@H](CO1)C)C(=O)OC=1C=C2C(=NC=NC2=CC1OC)C=1C(=NN(C1)C)C1=CC=CC=C1 |r| cis-rac-7-methoxy-4-(1-methyl-3-phenyl-1H-pyrazol-4-yl)quinazolin-6-yl (2R,5S)-2,5-dimethylmorpholine-4-carboxylate